(tertbutyl)di(methyl)silane C(C)(C)(C)[SiH](C)C